5-CHLORO-3-METHYL-1-[5-(TRIFLUOROMETHYL)PYRIDIN-2-YL]-1H-PYRAZOLE-4-CARBALDEHYDE ClC1=C(C(=NN1C1=NC=C(C=C1)C(F)(F)F)C)C=O